COC=1C=C2CCC(C2=CC1OC)C1=CC=CC=C1 5,6-dimethoxy-1-phenyl-2,3-dihydro-1H-indene